C(C)OC(CCCCCCC\C=C\CCCCCCCC)=O (E)-9-octadecenoic acid ethyl ester